Cl.Cl.FC1=C(C(=O)N)C=CC(=C1)F 2,4-difluorobenzamide dihydrochloride